N-(5-(2-(4,4-difluoropiperidin-1-yl)acetamido)-2-methylpyridin-3-yl)-7-(1-methyl-1H-pyrazol-4-yl)-[1,2,4]triazolo[4,3-a]pyridine-3-carboxamide FC1(CCN(CC1)CC(=O)NC=1C=C(C(=NC1)C)NC(=O)C1=NN=C2N1C=CC(=C2)C=2C=NN(C2)C)F